N1=C2N(C=C1C=1C=C(C=CC1OC1=C(C=C(C=C1)C)F)S(=O)(=O)NC)CCC2 3-(6,7-dihydro-5H-pyrrolo[1,2-a]imidazol-2-yl)-4-(2-fluoro-4-methylphenoxy)-N-methylbenzene-1-sulfonamide